3,5-dibromo-4-cyclopropylpyridin-2-amine BrC=1C(=NC=C(C1C1CC1)Br)N